O=C(CCCCNC(C=CC=1C=NC=CC1)=O)NNCCC N-(5-oxo-5-(2-propylhydrazino)pentyl)-3-(pyridin-3-yl)acrylamide